OC1=C(C=CC=C1)NC(=O)C=1C=C2C=CC(=NC2=CC1)CNC(C(F)(F)F)=O N-(2-hydroxyphenyl)-2-((2,2,2-trifluoroacetamido)methyl)quinoline-6-carboxamide